COC([C@@H](N)C(C1=CC=CC=C1)C1=CC=CC=C1)=O diphenylalanine methyl ester